diacetylethyl-di(2-furyl)silane C(C)(=O)C(C[SiH](C=1OC=CC1)C=1OC=CC1)C(C)=O